FC1=CC=C(CNC(NC=2C=CC3=C(C4=C(O3)C=C(C=C4)S(=O)(=O)N[C@H](C(=O)O)C(C)C)C2)=O)C=C1 (S)-2-(8-(3-(4-fluorobenzyl)ureido)dibenzo[b,d]furan-3-sulfonamido)-3-methyl-butanoic acid